N-Boc-(1-Amino-cyclohexyl)-acetic acid C(=O)(OC(C)(C)C)NC1(CCCCC1)CC(=O)O